CC1=NC(=CC(=C1)C=1C=C(C=CC1)C1CC(NC2=C(N1)C=CC(=C2)NC(OCC2=CC=CC=C2)=O)=O)C Benzyl (2-(3-(2,6-dimethylpyridin-4-yl) phenyl)-4-oxo-2,3,4,5-tetrahydro-1H-benzo[b][1,4]diazepin-7-yl)carbamate